OCCC#CC=1C=C(C=O)C=CC1 3-(4-hydroxybut-1-ynyl)benzaldehyde